behenyl-3-(3-trifluoromethylphenyl)-2-propanone C(CCCCCCCCCCCCCCCCCCCCC)CC(CC1=CC(=CC=C1)C(F)(F)F)=O